FC1=CC=C2C=C(C=C(C2=C1C#C[Si](C(C)C)(C(C)C)C(C)C)C1=CC=2N=C(N=CC2C(=N1)N1CCCC1)SC)OCOC 1-{7-[7-fluoro-3-(methoxymethoxy)-8-[2-(triisopropylsilyl)ethynyl]naphthalen-1-yl]-2-(methylsulfanyl)pyrido[4,3-d]pyrimidin-5-yl}pyrrolidine